CN(CCCCC(=O)OC(CCCC=CCCCCC)C(CCCC=CCCCCC)CCC\C=C/CCCCC)C 12-((Z)-dec-4-enyl)docosa-6,16-dien-11-yl 5-(dimethylamino)pentanoate